3-chloro-5-(propylthio)pyridine ClC=1C=NC=C(C1)SCCC